FC1=CC=C(C=N1)C=O 6-Fluoropyridine-3-carbaldehyde